5-tert-butoxycarbonylamino-[1,2,3]thiadiazole-4-carboxylic acid ethyl ester C(C)OC(=O)C=1N=NSC1NC(=O)OC(C)(C)C